BrC1=CC=C(C=C1)C1=C(C(C=2C(=NC(=CC2O1)OC)OC)=O)O 2-(4-Bromophenyl)-3-hydroxy-5,7-dimethoxy-4H-pyrano[3,2-C]pyridin-4-one